2-bromo-1-(3-fluoro-4-methyl-5-nitrophenyl)ethan-1-one BrCC(=O)C1=CC(=C(C(=C1)[N+](=O)[O-])C)F